(1s,4s)-4-(8-(2,6-dichlorophenylamino)-2-(4-hydroxytetrahydrofuran-3-ylamino)-9H-purin-9-yl)cyclohexanecarboxamide ClC1=C(C(=CC=C1)Cl)NC=1N(C2=NC(=NC=C2N1)NC1COC[C@H]1O)C1CCC(CC1)C(=O)N